NC1=C(C=CC(=C1)OC(F)(F)F)C(=O)N1CCC(CC1)C1=C2C(=NC=C1)NC(=N2)[C@H]2OCCOC2 [2-amino-4-(trifluoromethoxy)phenyl]-[4-[2-[(2R)-1,4-dioxan-2-yl]-3H-imidazo[4,5-b]pyridin-7-yl]-1-piperidyl]methanone